P(=O)(OC)(OC[C@H](CCCCCCCCCCCCCCCCCC)OCC1=CC(=CC(=C1)F)C#N)O methyl ((S)-2-((3-cyano-5-fluorobenzyl)oxy) icosyl) hydrogen phosphate